C(CCCCCCCC)(=O)OF perfluoro nonanoate